C1N(CC12CNCCC2)C=2N=NC(=CN2)C2=C(C=C(C=C2)C=2C=NNC2)O 2-[3-(2,6-diazaspiro[3.5]non-2-yl)-1,2,4-triazin-6-yl]-5-(1H-pyrazol-4-yl)phenol